1-(1-(3-Chlorophenyl)-2-((cyclopropylmethyl)(methyl)amino)ethyl)-4-(5-morpholino-1H-pyrrolo[2,3-b]pyridin-3-yl)pyridin-2(1H)-one ClC=1C=C(C=CC1)C(CN(C)CC1CC1)N1C(C=C(C=C1)C1=CNC2=NC=C(C=C21)N2CCOCC2)=O